3-(6-fluoro-2H-benzopyran-3-yl)-5-(2-methylamino-5-nitrophenyl)-1,2,4-oxadiazole FC=1C=CC2=C(C=C(CO2)C2=NOC(=N2)C2=C(C=CC(=C2)[N+](=O)[O-])NC)C1